N-(tert-butyl)-2-(1-oxo-7-(trifluoromethyl)-3,4-dihydrospiro[benzo[c]azepin-5,3'-indol]-2(1H)-yl)-2-phenylacetamide C(C)(C)(C)NC(C(C1=CC=CC=C1)N1C(C2=C(C=C(C=C2)C(F)(F)F)C2(C=NC3=CC=CC=C23)CC1)=O)=O